(S,E)-N-(1-(5-(5-fluoro-2-methoxyphenethyl)-3-(1-(isopropoxyimino)ethyl)-6-oxopyridazin-1(6H)-yl)-3-Methylbutan-2-yl)isobutyramide FC=1C=CC(=C(CCC2=CC(=NN(C2=O)C[C@H](C(C)C)NC(C(C)C)=O)/C(/C)=N/OC(C)C)C1)OC